(2,2,2-trifluoro-1-(2'-fluoro-2-(methoxymethoxy)-5'-(trifluoromethyl)-[1,1'-biphenyl]-4-yl)ethyl)-L-leucine FC(C(C1=CC(=C(C=C1)C1=C(C=CC(=C1)C(F)(F)F)F)OCOC)N[C@@H](CC(C)C)C(=O)O)(F)F